4-((1S)-1-{[5-chloro-2-(2,5-difluorophenoxy)benzoyl]amino}ethyl)benzoic acid ClC=1C=CC(=C(C(=O)N[C@@H](C)C2=CC=C(C(=O)O)C=C2)C1)OC1=C(C=CC(=C1)F)F